FC(C(=O)O)(F)F.FC(C(=O)O)(F)F.CN1CC(NCC1)C(=O)NC1=CC(=C(C=C1)C)C(N[C@H](C)C1=CC=CC2=CC=CC=C12)=O 4-methyl-N-(4-methyl-3-(((R)-1-(naphthalen-1-yl)ethyl)carbamoyl)phenyl)piperazine-2-carboxamide bis(2,2,2-trifluoroacetate)